3-[Bis(trimethylsilyl)amino]propyl(dimethoxy)(methyl)silane C[Si](C)(C)N(CCC[Si](C)(OC)OC)[Si](C)(C)C